ClC=1C=C(OC2=C(C=C(C=C2S(N)(=O)=O)NC(CC2=CC(=CC=C2)C)=O)F)C=CC1 N-[4-(3-chlorophenoxy)-3-fluoro-5-sulfamylphenyl]-2-(3-methylphenyl)acetamide